N-(4-piperidyl)acetamide N1CCC(CC1)NC(C)=O